[C@H]12OC[C@H](N(C1)C1CCN(CC1)C1=C(C=C(C(=C1)OC)NC1=NC=NC(=C1)N1OCC[C@@H]1C1=C(C=CC(=C1)F)F)NC(C=C)=O)C2 N-(2-(4-((1R,4R)-2-oxa-5-azabicyclo[2.2.1]heptane-5-yl)piperidine-1-yl)-5-((6-((R)-3-(2,5-difluorophenyl)isoxazolidine-2-yl)pyrimidine-4-yl)amino)-4-methoxyphenyl)acrylamide